2H-benzo[D][1,2,3]triazole N=1NN=C2C1C=CC=C2